CC1([C@@H](COC1)N1C(=NC2=C1C=C(C=C2)C(=O)O)CC2=C(C(=C(C=C2F)C2=NC(=C(C=C2)F)OCC=2SC(=NN2)OC)F)F)C (S)-1-(4,4-dimethyltetrahydrofuran-3-yl)-2-(2,3,6-trifluoro-4-(5-fluoro-6-((5-methoxy-1,3,4-thiadiazol-2-yl)methoxy)pyridin-2-yl)benzyl)-1H-benzo[d]imidazole-6-carboxylic acid